C(C1CO1)N1C(N(C(C(C1=O)(C(=CCC)C)CC)=O)CC1CO1)=O diglycidyl-5-ethyl-5-(1-methyl-1-butenyl)barbituric acid